FC1CC(C1)N1C=C2C(N=C(N=C2)C)=CC1=O 6-(3-fluorocyclobutyl)-2-methylpyrido[4,3-d]pyrimidin-7(6H)-one